2-(2',3'-dihydroxyphenyl)benzothiazole OC1=C(C=CC=C1O)C=1SC2=C(N1)C=CC=C2